C12(CCC(CC1)C2)CS(=O)(=O)NC2=C(C(=C(C=C2F)OC2=NC=CC=C2C2=NC(=NC=C2)N[C@@H]2CNC[C@H](C2)F)F)F 1-(bicyclo[2.2.1]heptan-1-yl)-N-(2,3,6-trifluoro-4-((3-(2-(((3S,5S)-5-fluoropiperidin-3-yl)amino)pyrimidin-4-yl)pyridin-2-yl)oxy)phenyl)methanesulfonamide